COC(C1=CC(=C(C=C1)NC(C)C)[N+](=O)[O-])=O 4-(isopropylamino)-3-nitrobenzoic acid methyl ester